C(C=C)P(C1=CC=CC=C1)(C1=CC=CC=C1)C1=CC=CC=C1 allyl-(triphenyl)phosphine